N1(C=NC=C1)CCC/C=C/CC(CO)C (E)-8-(1H-imidazole-1-yl)-1-hydroxy-2-methyloct-4-ene